C(C)OC(CN1C(C(CC(C1=O)NC(=O)OC(C)(C)C)C1=CC(=CC=C1)Cl)C)=O.C(C)(C)(C)C=1C=C2C=CC(=CC2=CC1)C=1C=CC2=C(SC3=C2C=CC(=C3)C3=CC2=CC=C(C=C2C=C3)C(C)(C)C)C1 3,7-di(6-tertiary butyl-2-naphthyl)dibenzothiophene Ethyl-2-[5-(tert-butoxycarbonylamino)-3-(3-chlorophenyl)-2-methyl-6-oxo-1-piperidyl]acetate